(1R,2S,3R)-2,3-dihydroxy-1,2,3-trihydroxy-4-(4'-methoxyphenyl)-1H-phenalene OC1([C@@H](C=2C=CC=C3C=CC(=C(C1(O)O)C23)C2=CC=C(C=C2)OC)O)O